C=C1C(OC(C1)C1=C(C=CC=C1)C=1C(=NN(C1C)C)C)=O 3-methylene-5-(2-(1,3,5-trimethyl-1H-pyrazol-4-yl)phenyl)dihydrofuran-2(3H)-one